C1=CC=C(C=C1)C(=C(F)F)F 1',2',2'-trifluorostyrene